3-(3-bromo-5-methylphenyl)cyclobutanone BrC=1C=C(C=C(C1)C)C1CC(C1)=O